Tert-butyl 4-((6-aminopyridin-3-yl)oxy)piperidine-1-carboxylate NC1=CC=C(C=N1)OC1CCN(CC1)C(=O)OC(C)(C)C